ClC1=C(N=NC(=C1)C1=C(C=CC(=C1)Cl)F)C 4-chloro-6-(5-chloro-2-fluorophenyl)-3-methylpyridazine